N-{3-[2-(3-aminoprop-1-yn-1-yl)-6-(morpholin-4-yl)pyridin-4-yl]-4-methylphenyl}-2-(trifluoromethyl)pyridine-4-carboxamide NCC#CC1=NC(=CC(=C1)C=1C=C(C=CC1C)NC(=O)C1=CC(=NC=C1)C(F)(F)F)N1CCOCC1